C(C1=CC=CC=C1)N1C(=N[N-]C1=S)C1=NC2=CC=CC=C2C=C1.[Na+] Sodium 4-benzyl-3-(quinolin-2-yl)-5-thioxo-4,5-dihydro-1,2,4-triazol-1-ide